COC(=O)C=1C=CC(=C2C=NN(C12)C(C)C1=CC=C(C=C1)N1CC(CC1)(F)F)C#CC 1-(1-(4-(3,3-difluoropyrrolidin-1-yl)phenyl)ethyl)-4-(propan-1-yn-1-yl)-1H-indazole-7-carboxylic acid methyl ester